[(4-ethoxythiophen-3-yl)ethynyl]trimethylsilane C(C)OC=1C(=CSC1)C#C[Si](C)(C)C